C(#N)[C@H](CC1=C(C=C(C=C1)C1=CC=C(C=C1)C#N)F)NC(=O)C1CN(C1)C(=O)OC(C)(C)C tert-butyl 3-{[(1S)-1-cyano-2-{4'-cyano-3-fluoro-[1,1'-biphenyl]-4-yl}ethyl]carbamoyl}azetidine-1-carboxylate